1-[(1S)-1-(Imidazo[1,2-a]pyridin-6-yl)ethyl]-6-(1-methyl-1H-pyrazol-4-yl)-1H-[1,2,3]triazolo[4,5-b]pyrazine N=1C=CN2C1C=CC(=C2)[C@H](C)N2N=NC=1C2=NC(=CN1)C=1C=NN(C1)C